C(C)C1=C(C(=C(C(=N1)C(=O)O)C(=O)O)CC)C diethyl-5-methylpyridine-2,3-dicarboxylic acid